4-fluoro-N-(2-((4-(6-(4-methoxyphenyl)imidazo[2,1-b]thiazol-5-yl)pyrimidin-2-yl)amino)ethyl)benzenesulfonamide FC1=CC=C(C=C1)S(=O)(=O)NCCNC1=NC=CC(=N1)C1=C(N=C2SC=CN21)C2=CC=C(C=C2)OC